tert-butyl (1-(7-fluorobenzofuran-5-yl)propan-2-yl)(methyl)carbamate FC1=CC(=CC=2C=COC21)CC(C)N(C(OC(C)(C)C)=O)C